N-(6-(5-chloro-6-fluoro-7-((R)-1-methoxypropan-2-yl)-1H-indazol-4-yl)imidazo[1,2-a]pyrazin-2-yl)-2-fluorocyclopropane-1-carboxamide ClC=1C(=C2C=NNC2=C(C1F)[C@H](COC)C)C=1N=CC=2N(C1)C=C(N2)NC(=O)C2C(C2)F